5-chloro-4-(1-((2-(trimethylsilyl)ethoxy)methyl)-1H-benzo[d]Imidazol-4-yl)pyrimidine-2-carboxylic acid ClC=1C(=NC(=NC1)C(=O)O)C1=CC=CC=2N(C=NC21)COCC[Si](C)(C)C